butyl-triphenylphosphonium bromide [Br-].C(CCC)[P+](C1=CC=CC=C1)(C1=CC=CC=C1)C1=CC=CC=C1